6-methoxy-3-methylpyridinecarboxylic acid COC1=CC=C(C(=N1)C(=O)O)C